COC=1C(=NC(=CC1C1=NN(N=C1)C)C)NC1=C(N=NC(=C1)NC(=O)[C@@H]1[C@H](C1)C)C(=O)NC([2H])([2H])[2H] 4-{[3-methoxy-6-methyl-4-(2-methyl-2H-1,2,3-triazol-4-yl)pyridin-2-yl]amino}-N-(2H3)methyl-6-[(1S,2S)-2-methylcyclopropaneamido]pyridazine-3-carboxamide